((1R,5S,6s)-3-azabicyclo[3.1.0]Hex-6-yl)carbamic acid tert-butyl ester C(C)(C)(C)OC(NC1[C@@H]2CNC[C@H]12)=O